spiro[chromane-4,1'-indan] phosphite monophosphorus [P+3].P([O-])([O-])[O-].C12(CCC3=CC=CC=C13)CCOC1=CC=CC=C12